CC=1CN(C=CC1C)CCCC 3,4-dimethyl-N-butylpyridine